anthracene-2,3-dialdehyde C1=C(C(=CC2=CC3=CC=CC=C3C=C12)C=O)C=O